dl-m-bromophenyl diselenide BrC=1C=C(C=CC1)[Se][Se]C1=CC(=CC=C1)Br